3-methyl-1-(tetrahydro-2H-pyran-2-yl)-1H-indazol-6-amine CC1=NN(C2=CC(=CC=C12)N)C1OCCCC1